OCCC1C(NC(C(C1)(C)C)(C)C)=O 3-(2-hydroxyethyl)-5,5,6,6-tetramethylpiperidin-2-one